N-[(3',5'-di-t-butyl)-1,1'-biphenyl-4-yl]-9,9-bis(4-t-butylphenyl)-9H-fluorene-2-amine C(C)(C)(C)C=1C=C(C=C(C1)C(C)(C)C)C1=CC=C(C=C1)NC1=CC=2C(C3=CC=CC=C3C2C=C1)(C1=CC=C(C=C1)C(C)(C)C)C1=CC=C(C=C1)C(C)(C)C